C1(CC1)C=1N=C(N2C1[C@H](N(CC2)C(=O)C2=CC=C(C=C2)F)C)C2=NC(=NS2)C (R)-(1-cyclopropyl-8-methyl-3-(3-methyl-1,2,4-Thiadiazol-5-yl)-5,6-dihydroimidazo[1,5-a]pyrazin-7(8H)-yl)(4-fluorophenyl)methanone